4-(fluorocarbazolyl)benzaldehyde FC1=C(C=2NC3=CC=CC=C3C2C=C1)C1=CC=C(C=O)C=C1